(3S,4S)-1-(4-(4-heptanoyl-3-(hexylcarbamoyl)piperazine-1-carbonyl)benzoyl)-N3,N4-bis((1S,2R)-2-phenylcyclopropyl)pyrrolidine-3,4-dicarboxamide C(CCCCCC)(=O)N1C(CN(CC1)C(=O)C1=CC=C(C(=O)N2C[C@H]([C@@H](C2)C(=O)N[C@@H]2[C@H](C2)C2=CC=CC=C2)C(=O)N[C@@H]2[C@H](C2)C2=CC=CC=C2)C=C1)C(NCCCCCC)=O